COC1=CC=C(CN2S(C=3N([C@H](C2)C(=O)O)C(C=C(C3C3=CC(=CC=C3)C(F)(F)F)CC3=CC=CC2=CC=CC=C32)=O)(=O)=O)C=C1 (R)-2-(4-methoxybenzyl)-8-(naphthalen-1-ylmethyl)-6-oxo-9-(3-(trifluoromethyl)phenyl)-3,4-dihydro-2H,6H-pyrido[1,2-e][1,2,5]thiadiazine-4-carboxylic acid 1,1-dioxide